C1([C@H](O)[C@@H](O)[C@H](O)CO1)N[C@@H](CCSC)C(=O)O xylosyl-methionine